O=C\1NC2=CC=CC=C2/C1=C/C1=CC=C(C=C1)C=1N=NN(C1)C1=C(C#N)C=CC=C1 (Z)-2-(4-(4-((2-oxoindolin-3-ylidene)methyl)phenyl)-1H-1,2,3-triazol-1-yl)benzonitrile